COC(=O)C=1C=C(C2=C(N(C=N2)C/C(=C/CN)/F)C1)C1=CC(=CC=C1)S(N(C)C)(=O)=O (Z)-1-(4-amino-2-fluoro-but-2-en-1-yl)-4-(3-(N,N-dimethylsulfamoyl)phenyl)-1H-benzo[d]imidazole-6-carboxylic acid methyl ester